C1(CCC(CCC=CCC)O1)=O 7-DECEN-4-OLIDE